N-(((1r,4r)-4-aminocyclohexyl)methyl)-2-fluoro-6-(4-(trifluoromethyl)piperidin-1-yl)pyridin-3-amine NC1CCC(CC1)CNC=1C(=NC(=CC1)N1CCC(CC1)C(F)(F)F)F